FC(C=1C(=NC(=CC1)CC)OC1CCC2(CN(C2)C(=O)C2CC(C2)(C)O)CC1)F (7-((3-(Difluoromethyl)-6-ethylpyridin-2-yl)oxy)-2-azaspiro[3.5]nonan-2-yl)((1s,3s)-3-hydroxy-3-methylcyclobutyl)methanone